nickel titanium-chromium [Cr].[Ti].[Ni]